N-((S)-(3-chlorophenyl)-2-hydroxyethyl)propanamide ClC=1C=C(C=CC1)[C@@H](CNC(CC)=O)O